((3-(2,2-dibromo-3-pentylcyclopropyl)propoxy)methyl)benzene BrC1(C(C1CCCCC)CCCOCC1=CC=CC=C1)Br